2,2'-dichloro-3'-(5-((3-hydroxy-3-methylazetidin-1-yl)methyl)-6-methoxypyridin-2-yl)-[1,1'-biphenyl] ClC1=C(C=CC=C1)C1=C(C(=CC=C1)C1=NC(=C(C=C1)CN1CC(C1)(C)O)OC)Cl